CC1=CC=C(C=N1)C1C2(CC1(C2)C(=O)OC)C(=O)OC Dimethyl 2-(6-methylpyridin-3-yl)bicyclo[1.1.1]pentane-1,3-dicarboxylate